6-(pyridin-4-yloxy)picolinamide N1=CC=C(C=C1)OC1=CC=CC(=N1)C(=O)N